C(C1=CC=CC=C1)OC=1C=CC2=C(C(=C(O2)C)C(=O)NCC(C=2C=NC=CC2)O)C1 5-(benzyloxy)-N-(2-hydroxy-2-(pyridin-3-yl)ethyl)-2-methylbenzofuran-3-carboxamide